N1(CCNCC1)C(=O)O[C@@H]1CC[C@H](CC1)C(N(C[C@@H]1CC[C@H](CC1)C1=NC(=C(C=C1)OC)C)C1=NC=CC(=C1)C=1N=C(OC1)C1CC1)=O trans-4-((4-(2-Cyclopropyloxazol-4-yl)pyridine-2-yl)((trans-4-(5-methoxy-6-methylpyridin-2-yl)cyclohexyl)methyl)carbamoyl)cyclohexyl piperazine-1-carboxylate